NC=1C=2C=NN(C2C=2NC(=CC2N1)C(=O)O)C 7-amino-3-methyl-3,4,8,12-tetraazatricyclo[7.3.0.02,6]dodeca-1(9),2(6),4,7,10-pentaene-11-carboxylic acid